6-oxo-2-azaspiro[3.3]Heptane-2-carboxylate O=C1CC2(CN(C2)C(=O)[O-])C1